ClC=1C=CC(=NC1)C=1N=C(C=2N(C1)N=C(N2)O[C@H](COC)C)C=2C=NN(C2)C (S)-6-(5-Chloropyridyl)-2-((1-methoxypropan-2-yl)oxy)-8-(1-methyl-1H-pyrazole-4-yl)-[1,2,4]triazolo[1,5-a]pyrazine